N(=[N+]=[N-])CC=1C=C(C=CC1)NC(=O)C(C(=O)OCC)CC(C)C Ethyl 2-[[3-(azidomethyl)phenyl]carbamoyl]-4-methyl-pentanoate